naphthobenzothiophen C1=CSC=2C1=CC=C1C2C=CC2=CC=CC=C21